(4-(1H-indol-3-yl)thiophen-2-yl)-4-oxobutanoic acid N1C=C(C2=CC=CC=C12)C=1C=C(SC1)C(C(=O)O)CC=O